((4-((R)-2-(4-chloro-2-fluorophenyl)-2H-chromen-8-yl-2-d)piperidin-1-yl)methyl)-3-(((S)-oxetan-2-yl)methyl)-3H-imidazo[4,5-b]pyridine-5-carboxylic acid ClC1=CC(=C(C=C1)[C@@]1(OC2=C(C=CC=C2C=C1)C1CCN(CC1)CC1=NC=2C(=NC(=CC2)C(=O)O)N1C[C@H]1OCC1)[2H])F